tert-butyl (S)-3-(methyl (quinolin-5-yl)amino)pyrrolidine-1-carboxylate CN([C@@H]1CN(CC1)C(=O)OC(C)(C)C)C1=C2C=CC=NC2=CC=C1